8-(4-Chlorophenyl)-3-methyl-1-phenyl-1,3-dihydro-2H-imidazo[4,5-c]quinolin-2-imine ClC1=CC=C(C=C1)C1=CC=2C3=C(C=NC2C=C1)N(C(N3C3=CC=CC=C3)=N)C